FC1=C(C(=CC=C1C#CC1NCCC1)O)N1CC(NS1(=O)=O)=O 5-(2-fluoro-6-hydroxy-3-(pyrrolidin-2-ylethynyl)phenyl)-1,2,5-thiadiazolidin-3-one 1,1-dioxide